N1-(2-(dodecylamino)-3,4-dioxocyclobut-1-en-1-yl)-N4-(3-((2-(dodecylamino)-3,4-dioxocyclobut-1-en-1-yl)amino)-2-hydroxypropyl)-N1,N4-ditetradecylbutane-1,4-diaminium chloride [Cl-].C(CCCCCCCCCCC)NC1=C(C(C1=O)=O)[NH+](CCCC[NH+](CCCCCCCCCCCCCC)CC(CNC1=C(C(C1=O)=O)NCCCCCCCCCCCC)O)CCCCCCCCCCCCCC.[Cl-]